2,5-diaminopyridinium NC1=[NH+]C=C(C=C1)N